N-(6-chloro-2-phenyl-pyrimidin-4-yl)benzenesulfonamide ClC1=CC(=NC(=N1)C1=CC=CC=C1)NS(=O)(=O)C1=CC=CC=C1